BrC1=C(C(=CC=C1)SC)C=1C(=CC=CC1)N 2'-bromo-6'-(methylthio)-[1,1'-biphenyl]-2-amine